2-bromo-9,9-dimethyl-7-phenyl-9H-fluorene BrC1=CC=2C(C3=CC(=CC=C3C2C=C1)C1=CC=CC=C1)(C)C